7-chloro-4-(2-methylpyridin-4-yl)-1H-indazole ClC=1C=CC(=C2C=NNC12)C1=CC(=NC=C1)C